C(C)OC(=O)C1C(NC2=CC(=CC=C2C1=O)F)=O 7-fluoro-2,4-dioxo-1,2,3,4-tetrahydroquinoline-3-carboxylic acid ethyl ester